Tert-butyl (3S)-3-[[4-[1-(benzenesulfonyl)-6-(4,4,5,5-tetramethyl-1,3,2-dioxaborolan-2-yl) indol-3-yl]-5-(trifluoromethyl)pyrimidin-2-yl]amino]piperidine-1-carboxylate C1(=CC=CC=C1)S(=O)(=O)N1C=C(C2=CC=C(C=C12)B1OC(C(O1)(C)C)(C)C)C1=NC(=NC=C1C(F)(F)F)N[C@@H]1CN(CCC1)C(=O)OC(C)(C)C